FCCN1N=NC2=C1C=C(C=C2)C=2C=CN1N=C(N=C(C12)OC)N[C@H]1CC[C@H](CC1)OCCO 2-((cis-4-((5-(1-(2-fluoroethyl)-1H-benzo[d][1,2,3]triazol-6-yl)-4-methoxypyrrolo[2,1-f][1,2,4]triazin-2-yl)amino)cyclohexyl)oxy)ethan-1-ol